9-(2-acryloyl-1,2,3,4-tetrahydroisoquinolin-5-yl)-8-fluoro-1,3,4,5-tetrahydrothiopyrano[4,3-b]indole-6-carboxamide 2-oxide C(C=C)(=O)N1CC2=CC=CC(=C2CC1)C1=C2C3=C(NC2=C(C=C1F)C(=O)N)CCS(C3)=O